CC1=C(C=CC=C1COC1=CC=CC=C1)NC(=O)C1NC(CC1)=O N-[2-methyl-3-(phenoxymethyl)phenyl]-5-oxo-2-pyrrolidinecarboxamide